FC1=NC(=NC=C1)C(F)(F)F 4-fluoro-2-(trifluoromethyl)pyrimidine